C(CCC)C=1N(C(C(=C(N1)C)CC(=O)N1CCOCC1)=O)CC=1C=C(C(=CC1)C1=C(C=CC=C1)S(NC1=NOC(=C1C)C)(=O)=O)C(=O)NC 4-((2-butyl-4-methyl-5-(2-morpholino-2-oxoethyl)-6-oxopyrimidin-1(6H)-yl)methyl)-2'-(N-(4,5-dimethylisoxazol-3-yl)sulfamoyl)-N-methyl-[1,1'-biphenyl]-2-carboxamide